C(C)OC(=O)C1(CC2=CC=C(C=C2C(C1)C(NC1=CC=CC=C1)=O)C(C)=O)C(=O)OCC 6-acetyl-4-(phenylcarbamoyl)-3,4-dihydronaphthalene-2,2(1H)-dicarboxylic acid diethyl ester